potassium aluminum silicate [Si]([O-])([O-])([O-])[O-].[Al+3].[K+]